(R)-3-cyclopentyl-3-hydrazinylpropanenitrile L-tartaric acid salt dihydrate O.O.C([C@H](O)[C@@H](O)C(=O)O)(=O)O.C1(CCCC1)[C@@H](CC#N)NN